bis[3-(triethoxysilyl)propyl]thiourea CCO[Si](CCCNC(=S)NCCC[Si](OCC)(OCC)OCC)(OCC)OCC